(2-Difluoromethyl-pyridin-4-yl)-N'-isopropyl-6-(6-trifluoromethyl-pyridin-2-yl)-[1,3,5]triazine-2,4-diamine FC(C1=NC=CC(=C1)NC1=NC(=NC(=N1)NC(C)C)C1=NC(=CC=C1)C(F)(F)F)F